ClC1=NC(=C2C=C(C=NC2=C1)I)OC1CCC(CC1)NC(OC(C)(C)C)=O Tert-butyl N-[4-[(7-chloro-3-iodo-1,6-naphthyridin-5-yl)oxy]cyclohexyl]carbamate